O1C=C(C=C1)C=CC(=O)NC 3-(3-furyl)-N-methylacrylamide